N-[1-[3-(5-bromothiazol-2-yl)pyrazin-2-yl]ethyl]-6-chloro-8-(trifluoromethyl)quinazolin-4-amine BrC1=CN=C(S1)C=1C(=NC=CN1)C(C)NC1=NC=NC2=C(C=C(C=C12)Cl)C(F)(F)F